C(C)N1C(=NC2=C1N(C(C(=C2N2C[C@H](N(C[C@@H]2C)C(=O)OC(C)(C)C)C)F)=O)C)CO tert-butyl (2R,5S)-4-(3-ethyl-6-fluoro-2-(hydroxymethyl)-4-methyl-5-oxo-4,5-dihydro-3H-imidazo[4,5-b]pyridin-7-yl)-2,5-dimethylpiperazine-1-carboxylate